CC1=NNC2=CN=C(C=C21)N2C1(CC1)CN(CC2)S(=O)(=O)C=2C=NN(C2)C 3-Methyl-5-(7-((1-methyl-1H-pyrazol-4-yl)sulfonyl)-4,7-diazaspiro[2.5]octan-4-yl)-1H-pyrazolo[3,4-c]pyridine